N4-phenyl-N2-[(3S)-piperidin-3-yl]-5-(trifluoromethyl)pyrimidin-2,4-diamine C1(=CC=CC=C1)NC1=NC(=NC=C1C(F)(F)F)N[C@@H]1CNCCC1